CC1=C(C=CC=C1COC=1C=C2C[C@@H]([C@H](C2=CC1)NCCN1CCN(CC1)C)O)C1=CC=CC=C1 (1S,2S)-5-((2-methyl-[1,1'-biphenyl]-3-yl)methoxy)-1-((2-(4-methylpiperazin-1-yl)ethyl)amino)-2,3-dihydro-1H-inden-2-ol